3-Bromo-5-[(2-hydroxyethyl)amino]-1-[(3S)-pyrrolidin-3-yl]pyrazole-4-carboxamide dihydrochloride Cl.Cl.BrC1=NN(C(=C1C(=O)N)NCCO)[C@@H]1CNCC1